17-(Cyclopropylmethyl)-4,5-alpha-epoxy-3,14-dihydroxy-morphinan-6-one hydrochloride C1CC1CN2CC[C@]34[C@@H]5C(=O)CC[C@]3([C@H]2CC6=C4C(=C(C=C6)O)O5)O.Cl